2-(3-(methylsulfonyl)-4-((1-(methylsulfonyl)piperidin-4-yl)-methoxy)benzyl)isoindoline-5-carbonitrile CS(=O)(=O)C=1C=C(CN2CC3=CC=C(C=C3C2)C#N)C=CC1OCC1CCN(CC1)S(=O)(=O)C